FC1(C[C@H](N(C[C@@H]1C)C(C(=O)NC=1C=C(C=NC1)C(=O)N)=O)C1=CC=CC=C1)F 5-[[2-[(2S,5S)-4,4-difluoro-5-methyl-2-phenyl-1-piperidyl]-2-oxo-acetyl]amino]pyridine-3-carboxamide